C(C)C1=NN2C(N=CC3=C2C(CN3)(C(F)(F)F)C)=C1[N+](=O)[O-] 2-ethyl-8-methyl-3-nitro-8-(trifluoromethyl)-7,8-dihydro-6H-pyrazolo[1,5-a]pyrrolo[2,3-e]pyrimidine